CN1N=C(C2=CC=C(C=C12)N1CCC2(CC1)CCN(CC2)CC2CCNCC2)C2C(NC(CC2)=O)=O 3-(1-methyl-6-(9-(piperidin-4-ylmethyl)-3,9-diazaspiro[5.5]undecan-3-yl)-1H-indazol-3-yl)piperidine-2,6-dione